FC(C1=CN=CN1)(F)F 5-(trifluoromethyl)-1H-imidazole